5,10-diisopropyl-2-(3-methoxyphenoxy)-7-methyl-5,10-dihydrophenazine C(C)(C)N1C=2C=CC(=CC2N(C2=CC=C(C=C12)C)C(C)C)OC1=CC(=CC=C1)OC